FC=1C=C(N)C=C(C1OC1=C2C(=NC=C1)N(C=C2C2=C(C(=CC=C2)OC(C)C)F)COCC[Si](C)(C)C)F 3,5-difluoro-4-[(3-{2-fluoro-3-[(propan-2-yl)oxy]phenyl}-1-{[2-(trimethylsilyl)ethoxy]methyl}-1H-pyrrolo[2,3-b]pyridin-4-yl)oxy]aniline